[Cu].[Fe].[Ni] nickel-iron copper